3-{2-chloro-4-fluoro-5-[3-methyl-2,6-dioxo-4-(trifluoromethyl)-3,6-dihydropyrimidin-1(2H)-yl]phenyl}-5-methyl-4,5-dihydro-1,2-oxazole-5-carboxylic acid ethyl ester C(C)OC(=O)C1(CC(=NO1)C1=C(C=C(C(=C1)N1C(N(C(=CC1=O)C(F)(F)F)C)=O)F)Cl)C